CC1=C(C(=C(C1([Hf]C=1C(C2=CC=CC=C2C1)CCCCCCC)C)C)C)C pentamethylcyclopentadienyl(1-n-heptylindenyl)hafnium